1-(6-chloro-4-methylpyridin-3-yl)-2-oxo-7-(trifluoromethyl)-1,2-dihydro-1,8-naphthyridine-3-carboxylate ClC1=CC(=C(C=N1)N1C(C(=CC2=CC=C(N=C12)C(F)(F)F)C(=O)[O-])=O)C